4-(5-{[(3S)-4-benzyl-3-(2-isopropoxyphenyl)piperazin-1-yl]methyl}-3-methoxypyridin-2-yl)morpholine C(C1=CC=CC=C1)N1[C@H](CN(CC1)CC=1C=C(C(=NC1)N1CCOCC1)OC)C1=C(C=CC=C1)OC(C)C